C(N)(=O)C=1C(=C(C2=CC=CC=C2C1)Cl)NC(=O)C=1N(N=C(C1)C(F)(F)F)C1=NC=CC=C1Cl N-(3-carbamoyl-1-chloro-2-naphthyl)-2-(3-chloro-2-pyridinyl)-5-(trifluoromethyl)pyrazole-3-carboxamide